C1(=CCCCC1)C12C=CC(CC1)C2 cyclohexenyl-norbornene